CC1=CC=CC=2N=C(OC21)[C@H]2N(CCC1=C2N=CN1)C(=O)C1=CC=NN1C(F)(F)F (S)-(4-(7-methylbenzo[d]oxazol-2-yl)-6,7-dihydro-1H-imidazo[4,5-c]pyridin-5(4H)-yl)(1-(trifluoromethyl)-1H-pyrazol-5-yl)methanone